N1(N=CN=C1)C=1C=C(C=CC1)C=O [3-(1H-1,2,4-triazol-1-yl)phenyl]methanone